ClC=1C(=CC=2N(C1)C(=CN2)C2=NC=CC(=N2)N2C[C@H](C[C@H](C2)C)N=S(=O)(C)C)F (((3S,5R)-1-(2-(6-chloro-7-fluoroimidazo[1,2-a]pyridin-3-yl)pyrimidin-4-yl)-5-methylpiperidin-3-yl)imino)dimethyl-λ6-sulfanone